OCC=1C[C@@H]2[C@H](C(OC=3C=C(C=C(C23)O)[C@@H](C)[C@@H](CCCCC)C)(C)C)CC1 (6Ar,10aR)-9-(hydroxymethyl)-6,6-dimethyl-3-[(2S,3R)-3-methyloctan-2-yl]-6a,7,10,10a-tetrahydrobenzo[c]chromen-1-ol